N1-(1H-1,3-benzodiazol-2-yl)-1-[3-(trifluoromethyl)phenyl]Ethane-1,2-diamine hydrochloride Cl.N1C(=NC2=C1C=CC=C2)NC(CN)C2=CC(=CC=C2)C(F)(F)F